ClC1=CC2=C(N(C(C(N2C)=O)=O)C2CCN(CC2)C2=NC=C(C=N2)CN(C(=O)C2CCCC2)C)N=C1 N-((2-(4-(7-chloro-1-methyl-2,3-dioxo-2,3-dihydropyrido[2,3-b]pyrazine-4(1H)-yl)piperidin-1-yl)pyrimidin-5-yl)methyl)-N-methylcyclopentanecarboxamide